N-([1,1':3',1''-terphenyl]-5'-yl)-9,9'-spirobi[fluoren]-3-amine C1(=CC=CC=C1)C1=CC(=CC(=C1)NC=1C=CC=2C3(C4=CC=CC=C4C2C1)C1=CC=CC=C1C=1C=CC=CC13)C1=CC=CC=C1